ClC=1C=C(C=CC1)C(C(=O)N)O 2-(3-chlorophenyl)-2-hydroxy-acetamide